1-(thiophen-3-yl)-3,4-dihydroisoquinoline S1C=C(C=C1)C1=NCCC2=CC=CC=C12